perfluoro(tridecyl)fluorooctyltriethoxysilane FC(C(F)(F)F)(O[Si](OC(C(F)(F)F)(F)F)(OC(C(F)(F)F)(F)F)C(C(C(C(C(C(C(C(F)(F)F)(F)F)(F)F)(F)F)(F)F)(F)F)(F)F)(F)F)C(C(C(C(C(C(C(C(C(C(C(C(C(F)(F)F)(F)F)(F)F)(F)F)(F)F)(F)F)(F)F)(F)F)(F)F)(F)F)(F)F)(F)F)(F)F